(Z)-N-(2-(diethylamino)ethyl)-3-((3,5-dimethyl-1H-pyrrol-2-yl)methylene)-2-oxindole-6-carboxamide C(C)N(CCNC(=O)C1=CC=C2/C(/C(NC2=C1)=O)=C/C=1NC(=CC1C)C)CC